N1=NC(=CC2=C1C1=C(CCC2)C=CC=C1)N1N=C(N=C1N)NC1=CC=C(C=C1)CC1C(NC2=CC=C(C=C12)F)=O 1-(6,7-dihydro-5H-benzo[6,7]cyclohepta[1,2-c]pyridazin-3-yl)-N3-(4-((5-fluoroindolin-2-on-3-yl)methyl)phenyl)-1H-1,2,4-triazole-3,5-diamine